(+)-Sodium L-Ascorbate C([C@@H]([C@@H]1C(=C(C(=O)O1)O)[O-])O)O.[Na+]